C1C(=O)N(C(=O)N1/N=C/C2=CC=C(O2)[N+](=O)[O-])CO The molecule is an imidazolidine-2,4-dione that is hydantoin substituted at position 1 by a [(5-nitro-2-furyl)methylene]amino group and at position 3 by a hydroxymethyl group. It has a role as an antiinfective agent, an antibacterial drug and a hepatotoxic agent. It is a nitrofuran antibiotic, an imidazolidine-2,4-dione, an organonitrogen heterocyclic antibiotic and a hydrazone. It derives from a semicarbazide.